5-chloro-2-[4-({1-[2-(2,6-dioxopiperidin-3-yl)-1,3-dioxo-2,3-dihydro-1H-isoindol-5-yl]-4-fluoropiperidin-4-yl}methyl)piperazin-1-yl]pyrimidin ClC=1C=NC(=NC1)N1CCN(CC1)CC1(CCN(CC1)C=1C=C2C(N(C(C2=CC1)=O)C1C(NC(CC1)=O)=O)=O)F